NC1=NC2=C(N1C13CN(CC(CC1)CC3)CCOC3=C(C=NN3C)C3=CC(=CN(C3=O)C)C(=O)OC)C=CC=C2 methyl 5-(5-{2-[1-(2-amino-1,3-benzodiazol-1-yl)-3-azabicyclo[3.2.2]nonan-3-yl] ethoxy}-1-methylpyrazol-4-yl)-1-methyl-6-oxopyridine-3-carboxylate